C(C=C)OC(NCC(CC(CCNC(OCC=C)=O)C)(C)C)=O Diallyl(2,2,4-trimethylhexan-1,6-diyl)dicarbamat